NC1=NC2=NC=C(N=C2C(=N1)N)CN(C1=CC=C(C(=O)N[C@H](C(=O)O)CCC(=O)O)C=C1)C (S)-2-(4-(((2,4-diaminopteridin-6-yl)methyl)(methyl)amino)benzamido)pentanedioic acid